2-(4-Methylbenzyl)-2H-indazole-6-carboxylic acid hydroxyamide ONC(=O)C=1C=CC2=CN(N=C2C1)CC1=CC=C(C=C1)C